COC1=CC=C(OCCN2C3=C(N(CCC2)C(=O)C2=CC=C(C=C2)NC(=O)C=2C(=CC=CC2)C2=CC=CC=C2)C=CC=C3)C=C1 N-(4-(5-(2-(4-methoxyphenoxy)ethyl)-2,3,4,5-tetrahydro-1H-benzo[b][1,4]diazepine-1-Carbonyl)phenyl)-[1,1'-biphenyl]-2-carboxamide